(3-bromophenyl)-N-((4-(5-(tert-butyl)-1,3,4-oxadiazol-2-yl)bicyclo[2.2.2]oct-1-yl)methyl)-3-fluoro-bicyclo[1.1.1]pentane-1-carboxamide BrC=1C=C(C=CC1)C1C2(CC1(C2)F)C(=O)NCC21CCC(CC2)(CC1)C=1OC(=NN1)C(C)(C)C